C12OCC(C1)(C2)C=2N=C1N(C=C(C(=N1)OC1CCC1)C(=O)O)C2 2-(2-oxabicyclo[2.1.1]hex-4-yl)-7-cyclobutoxy-imidazo[1,2-a]pyrimidine-6-carboxylic acid